1-[2-chloro-4-[[5-[4-(difluoromethoxy)-2,3-difluoro-phenyl]-1-methyl-imidazole-2-carbonyl]amino]benzoyl]-N-(4-piperidyl)piperidine-4-carboxamide ClC1=C(C(=O)N2CCC(CC2)C(=O)NC2CCNCC2)C=CC(=C1)NC(=O)C=1N(C(=CN1)C1=C(C(=C(C=C1)OC(F)F)F)F)C